ClC1=C(C=CC=C1)C=1C=C(C=NC1)O 5-(2-Chlorophenyl)-3-hydroxypyridine